N,N1-bis-benzo[1,3]dioxol-5-yl-6-morpholin-4-yl-[1,3,5]triazine-2,4-diamine O1COC2=C1C=CC(=C2)NC2N(C(=NC(=N2)N)N2CCOCC2)C2=CC1=C(OCO1)C=C2